N-phenyl-4,5-epoxycyclohexane-1,2-dicarboximide C1(=CC=CC=C1)N1C(=O)C2C(CC3C(C2)O3)C1=O